FC1=NC=CC(=C1)B(O)O (2-fluoro-4-pyridyl)boronic acid